(2R)-2-[[(2R)-2-(tert-Butoxycarbonylamino)-3-phenyl-propionyl]amino]-7,7,7-trifluoro-heptanoic acid ethyl ester C(C)OC([C@@H](CCCCC(F)(F)F)NC([C@@H](CC1=CC=CC=C1)NC(=O)OC(C)(C)C)=O)=O